6-Bromo-indan-1-one BrC1=CC=C2CCC(C2=C1)=O